4-(5-amino-1-bromoimidazo[1,5-c]pyrimidin-3-yl)-N-(4-(trifluoromethyl)pyridin-2-yl)benzamide NC1=NC=CC=2N1C(=NC2Br)C2=CC=C(C(=O)NC1=NC=CC(=C1)C(F)(F)F)C=C2